(2-(2-hydroxypropan-2-yl)-4-(trifluoromethyl)oxazol-5-yl)methanone OC(C)(C)C=1OC(=C(N1)C(F)(F)F)C=O